FC(C(\C=C(/C)\OC)=O)(F)F (E)-1,1,1-trifluoro-4-methoxypent-3-en-2-one